N[C@H](C(=O)NC=1C=NN(C1C)C1=CC=NC=C1)CC1=CC=C(C=C1)Cl (S)-2-amino-3-(4-chlorophenyl)-N-(5-methyl-1-(pyridin-4-yl)-1H-pyrazol-4-yl)propanamide